CC1(C(C2=CC=C(C=C2CC1)C1=C(C=CC=C1)C(F)(F)F)NC(O[C@@H]1CN2CCC1CC2)=O)C (S)-quinuclidin-3-yl (2,2-dimethyl-6-(2-(trifluoromethyl)phenyl)-1,2,3,4-tetrahydronaphthalen-1-yl)carbamate